Methyl 4-(5-(4-(2-oxopyrrolidin-1-yl) phenyl) pyridin-3-yl)-1H-pyrrolo[2,3-b]pyridine-2-carboxylate O=C1N(CCC1)C1=CC=C(C=C1)C=1C=C(C=NC1)C1=C2C(=NC=C1)NC(=C2)C(=O)OC